(6R)-6-{[7-(methylsulfonyl)-2-(4-methoxyphenyl)[1,2,4]triazolo[1,5-c]quinazolin-5-yl]amino}-1,4-diazepin-5-one CS(=O)(=O)C1=CC=CC=2C=3N(C(=NC12)NC=1C(N=CC=NC1)=O)N=C(N3)C3=CC=C(C=C3)OC